1-bromo-3-(1-(5-chloro-2-methoxy-3-(6-methoxypyridin-3-yl)-4-methylphenyl)ethyl)imidazo[1,5-a]pyrazin-8-amine BrC=1N=C(N2C1C(=NC=C2)N)C(C)C2=C(C(=C(C(=C2)Cl)C)C=2C=NC(=CC2)OC)OC